[Cl-].C(#N)CCC(=O)SCC1=CC=C(C(=O)NCC[NH3+])C=C1 2-(4-(((3-Cyanopropanoyl)thio)methyl)benzamido)ethan-1-aminium chloride